4-isopropylphenyl-boric acid C(C)(C)C1=CC=C(C=C1)OB(O)O